N1CCC(CC1)C1=CC=C(C2=CC=CC=C12)S(=O)(=O)NC1=CC=2CCCCC2C=C1 4-(piperidin-4-yl)-N-(5,6,7,8-tetrahydronaphthalen-2-yl)naphthalene-1-sulfonamide